ClC=1C=NC(=C(C(=O)NC2CCC(CC2)CN2C(N(C3=C2C=CC=C3)C3=CC2=C(N(C(=N2)C)C)C=C3)=O)C1)C 5-chloro-N-((1r,4r)-4-((1',2'-dimethyl-2-oxo-1'H-[1,5'-bibenzo[d]imidazol]-3(2H)-yl)methyl)cyclohexyl)-2-methylnicotinamide